BrC1=NN2C(NC(=CC2=O)OCC2=CC=C(C=C2)C(C)C)=C1C(=O)O 2-bromo-5-((4-isopropylbenzyl)oxy)-7-oxo-4,7-dihydropyrazolo[1,5-a]pyrimidine-3-carboxylic acid